C(C)(C)(C)OC(=O)N1CC(CC1)N1CCOCC1.CC1=NC2=C(N1C=1SC=C(C1)N1CCOCC1)C=CC=C2 2-(2-methyl-1H-benzimidazole-1-yl)-4-morpholinyl-thiophene tert-Butyl-3-morpholinopyrrolidine-1-carboxylate